BrC=1C=CC=2N(C(C=C(N2)Cl)=O)C1 7-Bromo-2-chloro-4H-pyrido[1,2-a]pyrimidin-4-one